FC(CCCCN1C=2N=C(NC(C2N=C1)=O)N)(P(=O)(O)O)F 9-(5,5-difluoro-5-phosphonopentyl)guanine